N,N'-(5-Amino-3-iminopyridin-2,6(1H,3H)-diyliden)bis{6,7-dimethyl-2-[3-(pyrrolidin-1-yl)propoxy]pyrazolo[1,5-a]pyridin-3-amin} NC1=CC(C(NC1=NC=1C(=NN2C1C=CC(=C2C)C)OCCCN2CCCC2)=NC=2C(=NN1C2C=CC(=C1C)C)OCCCN1CCCC1)=N